1,4-dihydro-4-oxo-3-quinolinecarboxamide O=C1C(=CNC2=CC=CC=C12)C(=O)N